FC(OCCN(C(C(=O)C1=CNC2=CC=CC=C12)=O)C)F N-(2-(difluoromethoxy)ethyl)-2-(1H-indol-3-yl)-N-methyl-2-oxoacetamide